ClC1=CC(=C(C=C1)C(C)O)F 1-(4-chloro-2-fluoro-phenyl)ethanol